4-chloro-3-(2-chloroethoxy)-5,6,7,8-tetrahydronaphthalene-2-carbonitrile ClC1=C(C(=CC=2CCCCC12)C#N)OCCCl